COC(=O)C=1C=C2C(=NC1)N(C=N2)CC2CC2 3-(Cyclopropylmethyl)-3H-imidazo[4,5-b]pyridine-6-carboxylic acid methyl ester